(S)-3-Chloro-N-(4-(piperidin-3-yl)phenyl)benzamide ClC=1C=C(C(=O)NC2=CC=C(C=C2)[C@H]2CNCCC2)C=CC1